FC(C=1C=C(C=C(C1)C(F)(F)F)CCCC(=O)O)(F)F 4-(3,5-bis(trifluoromethyl)phenyl)butanoic acid